trans-benzyl 3-fluoro-5-(2-methoxy-2-oxoethyl)piperidine-1-carboxylate F[C@@H]1CN(C[C@H](C1)CC(=O)OC)C(=O)OCC1=CC=CC=C1